CC1(OC=2C=C(C=CC2C=2C=NC(=CC21)NC2=CC1=C(OC[C@H]3N1C(CC3)=O)N=C2)C2=NOC=C2C)C (S)-2-((5,5-dimethyl-8-(4-methylisoxazol-3-yl)-5H-chromeno[4,3-c]-pyridin-3-yl)amino)-6,6a,7,8-tetrahydro-9H-pyrido[2,3-b]pyrrolo-[1,2-d][1,4]oxazin-9-one